ClC=1C=CC=C2[C@H](CCOC12)NC(=O)NC=1N=C(SC1)C1=CC(=CC=C1)S(NC)(=O)=O 1-[(4S)-8-chlorochroman-4-yl]-3-[2-[3-(methylsulfamoyl)phenyl]thiazol-4-yl]urea